N-{3-methyl-5H,6H,7H,8H-[1,2,4]triazolo[4,3-a]pyridin-6-yl}acetamide CC1=NN=C2N1CC(CC2)NC(C)=O